C(C)SC1=C(N=C(N1C)C1=CC=C(C=C1)C(F)(F)F)C(=O)OCC ethyl 5-(ethylsulfanyl)-1-methyl-2-[4-(trifluoromethyl) phenyl]-1H-imidazole-4-carboxylate